phenyl methacrylate (benzyl methacrylate) C(C1=CC=CC=C1)C=C(C(=O)O)C.C(C(=C)C)(=O)OC1=CC=CC=C1